CC1=C2C=CNC2=CC=C1OC=1C=C(C=CC1)C1=NN(C=C1)CC=1C=C(C=CC1)CCCO.[P].[Cu].[Ni] nickel-copper phosphorus 3-(3-((3-(3-((4-Methyl-1H-indol-5-yl)oxy)phenyl)-1H-pyrazol-1-yl)methyl)phenyl)propan-1-ol